9,9'-(5-(2,6-diphenylpyrimidin-4-yl)-1,3-phenylene)bis(3,6-di([1,1'-biphenyl]-2-yl)-9H-carbazole) C1(=CC=CC=C1)C1=NC(=CC(=N1)C=1C=C(C=C(C1)N1C2=CC=C(C=C2C=2C=C(C=CC12)C1=C(C=CC=C1)C1=CC=CC=C1)C1=C(C=CC=C1)C1=CC=CC=C1)N1C2=CC=C(C=C2C=2C=C(C=CC12)C1=C(C=CC=C1)C1=CC=CC=C1)C1=C(C=CC=C1)C1=CC=CC=C1)C1=CC=CC=C1